(S)-3-(4-(5-chloro-3-cyclopropyl-2-oxo-2,3-dihydro-1H-benzo[d]imidazol-1-yl)phenyl)-2-(tritylamino)propionic acid methyl ester COC([C@H](CC1=CC=C(C=C1)N1C(N(C2=C1C=CC(=C2)Cl)C2CC2)=O)NC(C2=CC=CC=C2)(C2=CC=CC=C2)C2=CC=CC=C2)=O